2,4-DIMETHYLIMIDAZO[1,5-a]PYRIMIDINE-8-CARBOXYLIC ACID CC1=NC=2N(C(=C1)C)C=NC2C(=O)O